C(CCC)C1=CC=C(C2=CC=CC=C12)N(C1=CC=C(C=C1)C1=CC=C(N(C2=CC=CC=C2)C2=CC=C(C3=CC=CC=C23)CCCC)C=C1)C1=CC=CC=C1 N,N'-bis(4-butylnaphthyl)-N,N'-bis(phenyl)-benzidine